(R)-1-((2,2-Dimethyl-1-(5-methyl-1-((2-(trimethylsilyl)ethoxy)methyl)-1H-pyrazol-3-yl)piperidin-4-yl)methyl)-4-(oxetan-3-yl)piperazine CC1(N(CC[C@H](C1)CN1CCN(CC1)C1COC1)C1=NN(C(=C1)C)COCC[Si](C)(C)C)C